C(C)(C)(C)OC(NC1=CC=C(C=C1)C(NCC1=C(C=CC=C1)F)=O)=O (4-((2-fluorobenzyl)carbamoyl)phenyl)carbamic acid tert-butyl ester